(R)-(6-(3-methyl-1H-pyrrolo[2,3-b]pyridin-5-yl)-8-(morpholin-3-yl)-3,4-dihydroisoquinolin-2(1H)-yl) (7-oxo-2-azaspiro[3.5]nonan-2-yl) ketone O=C1CCC2(CN(C2)C(=O)N2CC3=C(C=C(C=C3CC2)C=2C=C3C(=NC2)NC=C3C)[C@H]3NCCOC3)CC1